Tert-butyl (2S,4R)-4-hydroxy-2-(((1-methyl-4H-chromeno[4,3-d]isoxazol-7-yl)methyl)formamido)pyrrolidine-1-carboxylate O[C@@H]1C[C@H](N(C1)C(=O)OC(C)(C)C)NC(=O)CC=1C=CC2=C(C1)OCC1=C2C(=NO1)C